OCC=1C=NC2=NC(=CC=C2C1NC1=CC=C2CCN=CC2=C1)OC 7-((3-(hydroxymethyl)-7-methoxy-1,8-naphthyridin-4-yl)amino)-3,4-dihydroisoquinoline